tert-butyl (1S,3S,4S)-3-[[(1S)-1-cyano-2-[(3S)-2-oxo-3-piperidyl]ethyl]carbamoyl]-5,5-difluoro-2-azabicyclo[2.2.2]octane-2-carboxylate C(#N)[C@H](C[C@H]1C(NCCC1)=O)NC(=O)[C@H]1N([C@@H]2CC([C@H]1CC2)(F)F)C(=O)OC(C)(C)C